4-(4,6-difluoro-1-(pyridazin-3-ylmethyl)-benzimidazol-2-yl)-1,2,5-oxadiazol-3-amine FC1=CC(=CC=2N(C(=NC21)C=2C(=NON2)N)CC=2N=NC=CC2)F